1-(3-chloro-2-fluorobenzyl)-4-((6-(difluoromethyl)-5-fluoro-2-((5-methyl-1H-pyrazol-3-yl)amino)pyrimidin-4-yl)methyl)piperidine-4-carboxylic acid ClC=1C(=C(CN2CCC(CC2)(C(=O)O)CC2=NC(=NC(=C2F)C(F)F)NC2=NNC(=C2)C)C=CC1)F